5-ethyl-2-(1,1-dimethyl-2-hydroxyethyl)-1,3-dioxane C(C)C1COC(OC1)C(CO)(C)C